1-(9-(3-chlorobenzyl)-1-methyl-β-carbolin-6-yl)-3-(4-(trifluoromethyl)phenyl)thiourea ClC=1C=C(CN2C3=CC=C(C=C3C=3C=CN=C(C23)C)NC(=S)NC2=CC=C(C=C2)C(F)(F)F)C=CC1